C(C)(=O)C=1C(=CC2=C(OCO2)C1)NC(CN1CC(CCC1)C(=O)O)=O 1-(2-((6-acetylbenzo[d][1,3]dioxol-5-yl)amino)-2-oxoethyl)piperidine-3-carboxylic acid